NC(=O)NC(OC[C@@H](CC1=C(C=CC=C1)Cl)N)=O (2R)-2-Amino-3-(2-chlorophenyl)propyl (aminocarbonyl)carbamate